(1,1-dimethylethyl)-α-[4'-(trifluoromethoxy)[1,1'-biphenyl]-4-yl]-5-pyrimidinemethanol CC(C)(C)C1=NC=C(C=N1)C(O)C1=CC=C(C=C1)C1=CC=C(C=C1)OC(F)(F)F